N-(2-hydroxyethyl)dodecanamide OCCNC(CCCCCCCCCCC)=O